OC1C2(CC2)CCN(C1)C1=C(C(=O)O)C=CC(=C1)I 2-(4-hydroxy-6-azaspiro[2.5]oct-6-yl)-4-iodobenzoic acid